FC1=CC(=C(C=C1)N1CN(C(C2=CC=C(C=C12)C(F)(F)F)=S)C=1C(=NC(=CC1)OC)C)C 1-(4-Fluoro-2-methylphenyl)-3-(6-methoxy-2-methylpyridin-3-yl)-7-(trifluoromethyl)-2,3-dihydroquinazolin-4(1H)-thione